COC1=CC=C(C=C1)C(C1(CC(C1)=O)C1=CC=CC=C1)B1OC(C(O1)(C)C)(C)C 3-((4-methoxyphenyl)(4,4,5,5-tetramethyl-1,3,2-dioxaborolan-2-yl)methyl)-3-phenylcyclobutan-1-one